4-phenyl-oxan C1(=CC=CC=C1)C1CCOCC1